ClC1=CC=C(C=C1)[C@@]1(N(C(C2=CC(=CC(=C12)F)C(C)(C=1SC=CN1)O)=O)CC1=NC=C(C=C1)Cl)OC (3R)-3-(4-Chlorophenyl)-2-[(5-chloropyridin-2-yl)methyl]-4-fluoro-6-[1-hydroxy-1-(1,3-thiazol-2-yl)ethyl]-3-methoxy-2,3-dihydro-1H-isoindol-1-on